BrC1=CC2=NC=C3C(=C2S1)N(C(=N3)CCCC)CC3CCN(CC3)C(=O)OCC3=CC=CC=C3 benzyl 4-((7-bromo-2-butyl-1H-imidazo[4,5-d]thieno[3,2-b]pyridin-1-yl)methyl)piperidine-1-carboxylate